CNC1=C(C=CC=C1)NC(=O)N 1-[2-(methylamino)phenyl]Urea